(2S,4R)-allyl 4-(2-((1R,3R)-3-((tert-butoxycarbonyl) (methyl) amino)-1-hydroxy-4-methylpentyl) thiazole-4-carboxamido)-2-methyl-5-phenylpentanoate C(C)(C)(C)OC(=O)N([C@H](C[C@@H](O)C=1SC=C(N1)C(=O)N[C@H](C[C@@H](C(=O)OCC=C)C)CC1=CC=CC=C1)C(C)C)C